3-benzyloxy-5-nitro-N-(pyridin-3-yl)thiophene-2-carboxamide C(C1=CC=CC=C1)OC1=C(SC(=C1)[N+](=O)[O-])C(=O)NC=1C=NC=CC1